7-Chloro-9-fluoro-1,4,4-trimethyl-8-[2-(trifluoromethyl)-1H-indol-4-yl]-5H-[1,2,4]triazolo[4,3-a]quinoxaline ClC=1C=C2NC(C=3N(C2=C(C1C1=C2C=C(NC2=CC=C1)C(F)(F)F)F)C(=NN3)C)(C)C